C(C)(=O)OC1=CC=C(C=C1)OC(C)=O para-diacetoxybenzene